tert-butyl (3-(5-amino-2-(5-aminopentyl)-N-propyl-6H-thieno[3,2-b]azepine-7-carboxamido)propyl)carbamate NC=1CC(=CC2=C(N1)C=C(S2)CCCCCN)C(=O)N(CCC)CCCNC(OC(C)(C)C)=O